NC1=CC2=C(N(N=C2C2=C1C(NC2=O)(O)C2=C(C=CC(=C2)F)Cl)C)C#C[Si](C(C)C)(C(C)C)C(C)C 5-amino-6-(2-chloro-5-fluorophenyl)-6-hydroxy-2-methyl-3-{[tri(prop-2-yl)silyl]ethynyl}-7,8-dihydro-6H-pyrrolo[4,3-g]indazol-8-one